2-bromooxazole-4-carbonitrile BrC=1OC=C(N1)C#N